Bicyclo[3.1.0]hexane-2-carboxamide C12C(CCC2C1)C(=O)N